COC1=NC2=CC=C(C=C2C(=N1)NC1=CC=C(C=C1)OC=1C=C(C=CC1)C)OCCCN1CCOCC1 methoxy-6-(3-morpholinopropoxy)-N-(4-(m-tolyloxy)phenyl)quinazolin-4-amine